COC=1C=C(C=CC1)[SiH3] 3-methoxyphenyl-silane